COC=1C=C(C=CC1NCC#CC=1N(C2=CC(=CC(=C2C1)NC1CCOCC1)OC)CC(F)(F)F)S(=O)(=O)N 3-methoxy-4-[(3-{6-methoxy-4-[(oxan-4-yl)amino]-1-(2,2,2-trifluoroethyl)-1H-indol-2-yl}prop-2-yn-1-yl)amino]benzene-1-sulfonamide